N-(5-amino-2-chlorophenyl)pentanamide NC=1C=CC(=C(C1)NC(CCCC)=O)Cl